FC(OC1=CC(=NN1)NC1=CN=C2C(=N1)N(N=C2)C(CF)C=2C=NC=CC2)F N-(5-(difluoromethoxy)-1H-pyrazol-3-yl)-1-(2-fluoro-1-(pyridin-3-yl)ethyl)-1H-pyrazolo[3,4-b]pyrazin-6-amine